FC(C1=C(C=CC(=C1)C(F)(F)F)C(C)N1N=CC(=C1)NC(=O)C1=NNC(=C1)C1=NC=CC=C1)(F)F N-(1-(1-(2,4-bis(trifluoromethyl)phenyl)ethyl)-1H-pyrazol-4-yl)-5-(pyridin-2-yl)-1H-pyrazole-3-carboxamide